C(C)OC(=O)C=1C(=NC(=CC1)/C=N/OCC)C1=NC2=C(N1C)C=CC(=C2)SC(F)(F)F 6-[(E)-ethoxyiminomethyl]-2-[1-methyl-5-(trifluoromethylthio)benzimidazol-2-yl]pyridine-3-carboxylic acid ethyl ester